ClCCC(=O)NC1=CC=C(CN2N=C(C(=C2C)CC(=O)OCC)C)C=C1 ethyl 2-(1-(4-(3-chloropropanamido)benzyl)-3,5-dimethyl-1H-pyrazol-4-yl)acetate